ClC1=C(CC2=NC3=C(N2[C@@H]2COCC2(C)C)C=C(C=C3F)C(=O)O)C=C(C(=C1)C1=NC(=NC=C1)OCC1=C(C=C(C=C1)C#N)F)C (S)-2-(2-chloro-4-(2-((4-cyano-2-fluorobenzyl)oxy)pyrimidin-4-yl)-5-methylbenzyl)-1-(4,4-dimethyltetrahydrofuran-3-yl)-4-fluoro-1H-benzo[d]imidazole-6-carboxylic acid